2,4-bis-trifluoromethyl-4'-iodobiphenyl FC(C1=C(C=CC(=C1)C(F)(F)F)C1=CC=C(C=C1)I)(F)F